BrC=1C=C(C=C(C1)C(=O)N1CCN(CC1)C=1OC=2C(=NC(=CC2)C)N1)O 3-Bromo-5-[(4-{5-methyl-[1,3]oxazolo[4,5-b]pyridin-2-yl}piperazin-1-yl)carbonyl]phenol